8-bromo-5-chloro-3,4-dihydro-2H-benzoxazine BrC1=CC=C(C=2CCNOC21)Cl